C[C@@H](COCC[C@@H](C)OS(=O)(=O)C)OC=1C=C(C=NC1)C1=NN(C2=CC=C(C=C12)CS(=O)(=O)[O-])C1OCCCC1 [3-[5-[(1S)-1-methyl-2-[(3R)-3-methylsulfonyloxybutoxy]ethoxy]-3-pyridyl]-1-tetrahydropyran-2-yl-indazol-5-yl]methanesulfonate